norpinan C12CCCC(C1)C2